1,3-dimethyl-2-heptylimidazolium CN1C(=[N+](C=C1)C)CCCCCCC